2-chloro-5-[(3-chloropropyl)carbamoyl]benzene-1-sulfonyl chloride ClC1=C(C=C(C=C1)C(NCCCCl)=O)S(=O)(=O)Cl